O1CC(C1)C (oxetan-3-yl)methane